tert-butyl (2-(2-(4-fluorophenyl)pyridin-4-yl)propan-2-yl)carbamate FC1=CC=C(C=C1)C1=NC=CC(=C1)C(C)(C)NC(OC(C)(C)C)=O